[7-amino-1-({2-[(α-L-fucopyranosyl)oxy]ethyl-amino}-1-oxoheptan-2-yl)azanediyl]bis(N-{2-[(α-L-fucopyranosyl)oxy]ethyl}acetamide) NC(CCCCC(C=O)N(CC(=O)NCCO[C@H]1[C@@H](O)[C@H](O)[C@H](O)[C@@H](O1)C)CC(=O)NCCO[C@H]1[C@@H](O)[C@H](O)[C@H](O)[C@@H](O1)C)NCCO[C@H]1[C@@H](O)[C@H](O)[C@H](O)[C@@H](O1)C